5-bromo-6-(methoxymethyl)pyridinecarboxaldehyde BrC=1C=CC(=NC1COC)C=O